4-(2-bromophenyl)-5-methyl-3-phenyl-5-(pyrrolidin-1-yl)-4,5-dihydroisoxazole BrC1=C(C=CC=C1)C1C(=NOC1(N1CCCC1)C)C1=CC=CC=C1